[6-[3-(3,3-difluorocyclobutyl)-1H-1,2,4-triazol-5-yl]-2-azaspiro[3.3]heptan-2-yl]-[6-[[6-(trifluoromethyl)pyridazin-3-yl]methyl]-2-azaspiro[3.3]heptan-2-yl]methanone FC1(CC(C1)C1=NNC(=N1)C1CC2(CN(C2)C(=O)N2CC3(C2)CC(C3)CC=3N=NC(=CC3)C(F)(F)F)C1)F